FC=1C=NC(=NC1)C=1C=C(C=NC1)CNC=1C=C(C(=O)N[C@@H]2[C@H](CCCC2)O)C=CC1C 3-({[5-(5-fluoropyrimidin-2-yl)pyridin-3-yl]methyl}amino)-N-[(1S,2S)-2-hydroxycyclohexyl]-4-methylbenzamide